C(C)(=O)OC([C@@]12C=CC[C@H]1[C@@H]1CCC3CCCC[C@@H]3[C@H]1CC2)C#C ethynyl-estrenol acetate